2-(1-ethylpiperidin-4-yl)-N-(pyridin-4-ylmethyl)benzo[d]thiazole-6-carboxamide C(C)N1CCC(CC1)C=1SC2=C(N1)C=CC(=C2)C(=O)NCC2=CC=NC=C2